NC1=NN2C(C=C(C=C2)C=2C=C(C(=NC2C)OC)C(=O)NCC2=CC(=CC=C2)OC(F)(F)F)=N1 5-{2-amino-[1,2,4]triazolo[1,5-a]pyridin-7-yl}-2-methoxy-6-methyl-N-{[3-(trifluoromethoxy)phenyl]methyl}pyridine-3-carboxamide